3-benzyloxy-N-(4-fluoropyridin-2-yl)thiophene-2-carboxamide C(C1=CC=CC=C1)OC1=C(SC=C1)C(=O)NC1=NC=CC(=C1)F